ethyl (E)-4-(diethoxyphosphoryl)-3-methylbut-2-en-oate C(C)OP(=O)(OCC)C/C(=C/C(=O)OCC)/C